ClC1=CC(=C(S1)OC)C(=O)O 5-chloro-2-methoxythiophene-3-carboxylic acid